C[Si](OCCOC(C(=C)C)=O)(OCCOC(C(=C)C)=O)C dimethyldi(methacryloyloxy-1-ethoxy)silane